3-(pyridin-4-yl)-6-(6-(pyridin-4-yl)-[1,2,3]triazolo[4,5-b]pyrazinylmethyl)quinoline azaindolesulfonate N1C(=NC2=CC=CC=C12)S(=O)(=O)O.N1=CC=C(C=C1)C=1C=NC2=CC=C(C=C2C1)CC=1N=C2C(=NC1C1=CC=NC=C1)NN=N2